ethyl 3-((isoquinoline-1-carboxamido)methyl)-5-(3-(trifluoromethyl)benzyl)-4,5-dihydroisoxazole-5-carboxylate C1(=NC=CC2=CC=CC=C12)C(=O)NCC1=NOC(C1)(C(=O)OCC)CC1=CC(=CC=C1)C(F)(F)F